1-(benzo[d][1,3]oxathiol-6-yl)propan O1CSC2=C1C=C(C=C2)CCC